porphyrin tetraiodide [I-].[I-].[I-].[I-].C12=CC=C(N1)C=C1C=CC(=N1)C=C1C=CC(N1)=CC=1C=CC(N1)=C2